5-(2-chloro-5-(isobutyramidomethyl)benzamido)-1-(methoxymethyl)-1H-indole-2-carboxylic acid ClC1=C(C(=O)NC=2C=C3C=C(N(C3=CC2)COC)C(=O)O)C=C(C=C1)CNC(C(C)C)=O